8-(2-Ethoxy-2-oxoethyl)chromane-4-carboxylic acid C(C)OC(CC=1C=CC=C2C(CCOC12)C(=O)O)=O